5,6,4'-Trihydroxyflavone OC1=C2C(C=C(OC2=CC=C1O)C1=CC=C(C=C1)O)=O